O1C2=C(OCC1)C=C(C=C2)NC2=NC=C(C(=N2)N2C=C(C=C2)C(=O)NC(CO)C2=CC(=CC=C2)Cl)C 1-(2-((2,3-dihydrobenzo[b][1,4]dioxin-6-yl)amino)-5-methylpyrimidin-4-yl)-N-(1-(3-chlorophenyl)-2-hydroxyethyl)-1H-pyrrole-3-carboxamide